C[SiH](O[Si](O[Si](O[SiH](C)C)(C1=CC=CC=C1)C1=CC=CC=C1)(C1=CC=CC=C1)C1=CC=CC=C1)C 1,1,7,7-Tetramethyl-3,3,5,5-tetraphenyltetrasiloxan